O.N=C=N carbodiimide compound with water